OC1(CC2(CN(C2)C(=O)OCCCC)CC1)C1=CC=C(C=C1)C(C)C Butyl 6-hydroxy-6-(4-isopropylphenyl)-2-azaspiro[3.4]octane-2-carboxylate